NC=1C2=C(C(NN1)=O)N(N=C2C2=CC=C(CNC(C1=C(C=CC(=C1)F)OC)=O)C=C2)C2(CC2)C(F)F N-(4-(4-amino-1-(1-(difluoromethyl)cyclopropyl)-7-oxo-6,7-dihydro-1H-pyrazolo[3,4-d]pyridazin-3-yl)benzyl)-5-fluoro-2-methoxybenzamide